SCSC(CC(SCS)SCS)SCS 1,1,3,3-tetra(mercaptomethylthio)propane